C(C1=CC=CC=C1)C=1NC(=NN1)C(=O)NC1=NC=CC(=C1)C1=C(C=CC(=C1)OCCCCCCCC)C 5-benzyl-N-(4-(2-methyl-5-(octyloxy)phenyl)pyridin-2-yl)-4H-1,2,4-triazole-3-carboxamide